phenyl-isonicotinic acid C1(=CC=CC=C1)C1=C(C(=O)O)C=CN=C1